chloro(2-methylpropyloxy)methane ClCOCC(C)C